FC1(CCN(CC1)C1=NC(=CC(=C1NC(=O)C1=C(N=CS1)C)C)N1CC=2C=CC=NC2CC1)F N-[2-(4,4-difluoro-1-piperidyl)-6-(7,8-dihydro-5H-1,6-naphthyridin-6-yl)-4-methyl-3-pyridyl]-4-methyl-thiazole-5-carboxamide